1-(3-chlorophenyl)-N-((1R,2R,4S)-7-cyano-7-azabicyclo[2.2.1]heptan-2-yl)-3-piperidinecarboxamide ClC=1C=C(C=CC1)N1CC(CCC1)C(=O)N[C@H]1[C@H]2CC[C@@H](C1)N2C#N